BrC=1C=C2CCC(C2=CC1)NC(CCCCCCC(=O)NOC1OCCCC1)=O N1-(5-bromo-2,3-dihydro-1H-inden-1-yl)-N8-((tetrahydro-2H-pyran-2-yl)oxy)octanediamide